CN1CC2=CC(=CC(=C2CC1)C1CN(C1)C)N 2-Methyl-5-(1-methylazetidin-3-yl)-1,2,3,4-tetrahydroisoquinolin-7-amine